piperylene C=CC=CC